FC(C1=NN(C=C1[N+](=O)[O-])C1CCC(CC1)N)F 4-[3-(difluoromethyl)-4-nitro-pyrazol-1-yl]cyclohexanamine